BrCC 1-(bromomethyl)methane